2-[2-(aminomethyl)-3,3-difluoro-allyl]-4-[[5-(1-ethylpyrazol-4-yl)-3-methyl-2-thienyl]methyl]-1,2,4-triazol-3-one NCC(CN1N=CN(C1=O)CC=1SC(=CC1C)C=1C=NN(C1)CC)=C(F)F